FC1(C(C1)CN1C2CNCC1CC2)F 8-((2,2-difluorocyclopropyl)methyl)-3,8-diazabicyclo[3.2.1]octane